COC(C(\C=C\C1=CC=CC=C1)=O)=O (E)-2-oxo-4-phenylbut-3-enoic acid methyl ester